CC1=C2C=CC(=CC2=CC2=CC=CC=C12)C(=O)NCC(=O)N1CC2(OCCO2)C[C@H]1C(=O)OC methyl (S)-7-((10-methylanthracene-2-carbonyl)glycyl)-1,4-dioxa-7-azaspiro[4.4]nonane-8-carboxylate